8-{N-[(6Z)-2-[(4Z)-dec-4-en-1-yl]dodec-6-en-1-yl]-5-(dimethylamino)pentanamido}octadecanoic acid decyl ester C(CCCCCCCCC)OC(CCCCCCC(CCCCCCCCCC)N(C(CCCCN(C)C)=O)CC(CCC\C=C/CCCCC)CCC\C=C/CCCCC)=O